6-amino-3,5-dibromo-1-[(1E)-3-cyclopropyl-3-oxoprop-1-en-1-yl]pyridazin-4(1H)-one NC1=C(C(C(=NN1\C=C\C(=O)C1CC1)Br)=O)Br